formic acid aminoacetylacrylate NCC(=O)OC(C=C)=O.C(=O)O